(3-bromo-5-fluorobenzyl)carbamic acid tert-butyl ester C(C)(C)(C)OC(NCC1=CC(=CC(=C1)F)Br)=O